[N-](S(=O)(=O)C(F)(F)F)S(=O)(=O)C(F)(F)F.[Cs+] cesium bistriflimide